methyl 2-methyl-2-chloro-propionate CC(C(=O)OC)(C)Cl